COC=1C=C2CC(C(C2=CC1OC)=O)=CC1=CC=NC=C1 5,6-dimethoxy-2-(4-pyridyl)methylene-1-indanone